methyl (S,E)-2-(4-bromo-2-((hydroxyimino)-methyl)phenoxy)propanoate BrC1=CC(=C(O[C@H](C(=O)OC)C)C=C1)/C=N/O